(((((3r,5r,7r)-adamantan-1-yl) methyl) (methyl) amino) methyl) benzoate C(C1=CC=CC=C1)(=O)OCN(C)CC12CC3CC(CC(C1)C3)C2